4-{7-fluoro-6-[2-fluoro-1-(fluoromethyl)ethoxy]-3-{4-[(3-hydroxybenzyl)oxy]-3-methoxybenzyl}-2,4-dioxo-3,4-dihydroquinazolin-1(2H)-yl}piperidine-1-carbaldehyde FC1=C(C=C2C(N(C(N(C2=C1)C1CCN(CC1)C=O)=O)CC1=CC(=C(C=C1)OCC1=CC(=CC=C1)O)OC)=O)OC(CF)CF